BrC=1C=C(C=C2CCN(C12)C(=O)OC(C)(C)C)C(=O)O 7-bromo-1-(tert-butoxycarbonyl)indoline-5-carboxylic acid